Eugenol C=1(C(O)=CC=C(CC=C)C1)OC